BrC1=CC(=C(C=C1F)C(C)=O)O 1-(4-bromo-5-fluoro-2-hydroxylphenyl)ethane-1-one